1-Cbz-4-(3-amino-1-((2-(trimethylsilyl)ethoxy)methyl)-1,4,5,6,8-pentaaza-acenaphthylen-5(1H)-yl)piperidine C(=O)(OCC1=CC=CC=C1)N1CCC(CC1)N1N=C(C2=CN(C=3N=CN=C1C32)COCC[Si](C)(C)C)N